N'-((1,2,3,5,6,7-hexahydro-s-indacen-4-yl)carbamoyl)-1-methyl-1H-pyrazole-3-sulfonimidamide C1CCC2=C(C=3CCCC3C=C12)NC(=O)N=S(=O)(N)C1=NN(C=C1)C